1,4-bis(4-amino-4-phenoxybenzoyl)benzene NC1(CC=C(C(=O)C2=CC=C(C=C2)C(C2=CCC(C=C2)(N)OC2=CC=CC=C2)=O)C=C1)OC1=CC=CC=C1